ethyl tryptophanate N[C@@H](CC1=CNC2=CC=CC=C12)C(=O)OCC